N[C@H]1CN(CCC1)C=1N=C(C(=NC1)C(=O)N)NC1=CC(=NS1)C 5-[(3R)-3-aminopiperidin-1-yl]-3-[(3-methyl-1,2-thiazol-5-yl)amino]pyrazine-2-carboxamide